N1-(3-(Dimethylamino)propyl)-N3,N3-dimethylpropane-1,3-diamine CN(CCCNCCCN(C)C)C